C(C)OC([C@@H](N(C1=CC=C(C=C1)F)C=1SC(=C(N1)Cl)C(=O)C1=NC(=NO1)C(C)(C)C)C)=O |r| rac-N-{5-[(3-tert-butyl-1,2,4-oxadiazol-5-yl)carbonyl]-4-chloro-1,3-thiazol-2-yl}-N-(4-fluorophenyl)alanine ethyl ester